FC=1C=C(C=CC1)[C@@H]1N(OCC1)C1=CC(=NC=N1)NC=1C(=CC(=C(C1)NC(C=C)=O)N1CCC(CC1)N1CCOCC1)OC N-(5-((6-((R)-3-(3-fluorophenyl)isoxazolidine-2-yl)pyrimidine-4-yl)amino)-4-methoxy-2-(4-morpholinopiperidine-1-yl)phenyl)acrylamide